(1R,3S,5R)-2-(2-(4-amino-6,7-difluoro-9H-pyrimido[4,5-b]indol-9-yl)acetyl)-N-(6-bromopyridin-2-yl)-2-azabicyclo[3.1.0]hexane-3-carboxamide NC1=NC=NC=2N(C3=CC(=C(C=C3C21)F)F)CC(=O)N2[C@@H]1C[C@@H]1C[C@H]2C(=O)NC2=NC(=CC=C2)Br